(4-(10-fluoro-3-phenyl-5H-imidazo[1,2-c]pyrido[3,2-e][1,3]oxazin-2-yl)phenyl)methanol FC1=CC=NC2=C1C=1N(CO2)C(=C(N1)C1=CC=C(C=C1)CO)C1=CC=CC=C1